CCCCCCCCCCCCCCCCCCCCCCCC[C@H]([C@@H](CCCCCCCCCCCC1CC1CCCCCCCCCCCCCCC2CC2CCCCCCCCCCCCCCCCCCCC)O)C(=O)[O-] The molecule is a C78 alpha-mycolate having a C52 meromycolic chain with two cis cyclopropyl functions and a saturated C26 alpha-branch. It is produced by Mycobacterium tuberculosis H37Ra. It has a role as a bacterial metabolite. It is an an alpha-mycolate and a hydroxy fatty acid anion. It is a conjugate base of a (2R)-2-[(1R)-1-hydroxy-12-{2-[14-(2-icosylcyclopropyl)tetradecyl]cyclopropyl}dodecyl]hexacosanoic acid.